6,7-dihydro-4H-2-benzothiophen C=1SC=C2C1CCCC2